N-(4-((1H-pyrrolo[2,3-b]pyridin-4-yl)oxy)-3-fluorophenyl)-3-(4-fluorophenyl)-1-isopropyl-2,4-dioxo-1,2,3,4-tetrahydropyrimidine-5-carboxamide N1C=CC=2C1=NC=CC2OC2=C(C=C(C=C2)NC(=O)C=2C(N(C(N(C2)C(C)C)=O)C2=CC=C(C=C2)F)=O)F